F[C@@]1([C@@H](C1)F)C=1C=C2C(=CC1)C(N(CC21CC1)C(C[NH-])C1=NC=C(C=N1)F)=O 2-[6-[(1r,2r)-1,2-difluorocyclopropyl]-1-oxospiro[3H-isoquinoline-4,1'-cyclopropane]-2-yl]-N-(5-fluoropyrimidin-2-yl)ethylAmide